C(C1=CC=CC=C1)N1C(=C(C=C1C)C(CN1C=C(C=CC1=O)C(=O)OC)=O)C methyl 1-(2-(1-benzyl-2,5-dimethyl-1H-pyrrol-3-yl)-2-oxoethyl)-6-oxo-1,6-dihydropyridine-3-carboxylate